2'-[6-amino-5-(benzyloxy)pyridin-3-yl]-N-ethyl-5',6'-dihydrospiro[pyrrolidine-3,4'-pyrrolo[1,2-b]pyrazole]-1-carboxamide NC1=C(C=C(C=N1)C=1C=C2N(N1)CCC21CN(CC1)C(=O)NCC)OCC1=CC=CC=C1